N1=CC=CC2=CC=CC(=C12)S(=O)(=O)[O-].[K+] potassium 8-quinolinesulfonate